ethoxy-diazobenzene C(C)OC1C(C=CC=C1)=[N+]=[N-]